2,3-difluoro-6-methoxyl-benzyl alcohol FC1=C(CO)C(=CC=C1F)OC